N-(2-((4-morpholino-6-(3-(m-tolyl)-1H-pyrazol-1-yl)pyrimidin-2-yl)oxy)ethyl)acetamide O1CCN(CC1)C1=NC(=NC(=C1)N1N=C(C=C1)C=1C=C(C=CC1)C)OCCNC(C)=O